7-aminobenzo[5,6][1,4]dioxino[2,3-b]pyridine-8-carboxylic acid methyl ester COC(=O)C1=CC2=C(OC=3C(=NC=CC3)O2)C=C1N